ClC1=NC2=C(C(=NC=C2C(=C1C#N)N1CCN(CC1)C(=O)OC(C)(C)C)Cl)F tert-Butyl 4-(2,7-dichloro-3-cyano-8-fluoro-1,6-naphthyridin-4-yl)piperazine-1-carboxylate